1-(9Z,12Z-octadecadienoyl)-2-heneicosanoyl-glycero-3-phospho-(1'-sn-glycerol) CCCCCCCCCCCCCCCCCCCCC(=O)O[C@H](COC(=O)CCCCCCC/C=C\C/C=C\CCCCC)COP(=O)(O)OC[C@H](CO)O